(3r,4r)-4-amino-3-fluoro-piperidine-1-carboxylic acid tert-butyl ester C(C)(C)(C)OC(=O)N1C[C@H]([C@@H](CC1)N)F